2-(2-((5-Bromo-2-((5-cyanopyridin-3-yl)methoxy)-4-((2,2'-dimethyl-3'-(prop-2-yn-1-yloxy)-[1,1'-biphenyl]-3-yl)methoxy)benzyl)(methyl)amino)acetamido)ethane-1,1-disulfonic acid BrC=1C(=CC(=C(CN(CC(=O)NCC(S(=O)(=O)O)S(=O)(=O)O)C)C1)OCC=1C=NC=C(C1)C#N)OCC=1C(=C(C=CC1)C1=C(C(=CC=C1)OCC#C)C)C